2-(2,6-dibromo-4-fluoro-3-methylphenyl)-1,3-dioxolane BrC1=C(C(=CC(=C1C)F)Br)C1OCCO1